(S)-6-((2-(3-aminopiperidin-1-yl)-5-fluoro-1H-benzo[d]imidazol-1-yl)methyl)nicotinonitrile hydrochloride Cl.N[C@@H]1CN(CCC1)C1=NC2=C(N1CC1=NC=C(C#N)C=C1)C=CC(=C2)F